ClC1=CC(=C(C=C1)C1=NN=C(C(N1C)=O)N[C@H]1CN(CCC1)CC)O 3-(4-chloro-2-hydroxy-phenyl)-6-[[(3R)-1-ethyl-3-piperidinyl]amino]-4-methyl-1,2,4-triazin-5-one